(1R,5S,6r)-3-azabicyclo[3.1.0]Hexane-6-carboxylic acid ethyl ester TFA salt OC(=O)C(F)(F)F.C(C)OC(=O)C1[C@H]2CNC[C@@H]12